5-(3-chloro-2-fluorophenyl)-2-(((2-(dimethylamino)ethyl)amino)methylene)cyclohexane-1,3-dione ClC=1C(=C(C=CC1)C1CC(C(C(C1)=O)=CNCCN(C)C)=O)F